N-(4-(aminomethyl)-pyridin-2-yl)-6-(pyrimidin-5-yl)benzo[d]thiazol-2-amine NCC1=CC(=NC=C1)NC=1SC2=C(N1)C=CC(=C2)C=2C=NC=NC2